monocyanoethylaniline C(#N)CCNC1=CC=CC=C1